4-chloro-2-morpholino-6-(trifluoromethyl)quinolin ClC1=CC(=NC2=CC=C(C=C12)C(F)(F)F)N1CCOCC1